acryloyloxybutyldihydrogenphosphate C(C=C)(=O)OCCCCOP(=O)(O)O